ClC1=C(C=CC(=C1F)C(F)(F)F)NC(CI)=O N-(2-chloro-3-fluoro-4-(trifluoromethyl)phenyl)-2-iodoacetamide